CNC(C1=CC(=C(C=C1)C)N1C(C(=C(C=C1C)OCC1=C(C=C(C=C1)F)F)Br)=O)=O N,4-dimethyl-3-[3-bromo-4-[(2,4-difluorobenzyl)oxy]-6-methyl-2-oxo-1,2-dihydropyridine-1-yl]benzamide